C1CC(CCC1CN2C(=O)C=CC2=O)C(=O)ON3C(=O)CCC3=O N-Succinimidyl 4-(N-Maleimidomethyl)cyclohexanecarboxylate